(S)-4-(7-(8-chloronaphthalen-1-yl)-2-(((S)-1-methylpyrrolidin-2-yl)methoxy)pyrido[3,2-d]Pyrimidin-4-yl)-2-(cyanomethyl)piperazine-1-carboxylic acid tert-butyl ester C(C)(C)(C)OC(=O)N1[C@H](CN(CC1)C=1C2=C(N=C(N1)OC[C@H]1N(CCC1)C)C=C(C=N2)C2=CC=CC1=CC=CC(=C21)Cl)CC#N